methyl 3-(bromomethyl)-6-chloropyridine-2-carboxylate BrCC=1C(=NC(=CC1)Cl)C(=O)OC